ClC=1C=CC(=C(C1)C1=CC(N(C=C1OC)[C@H](C(=O)NC1=CC(=C(C(=O)N)C=C1)F)CC)=O)N1N=NC(=C1)Cl 4-{[(2S)-2-{4-[5-chloro-2-(4-chloro-1H-1,2,3-triazol-1-yl)phenyl]-5-methoxy-2-oxopyridin-1(2H)-yl}butyryl]amino}-2-fluorobenzamide